CC1=NN(C(=C1)C)C1=CC=C(C(=O)O)C=C1 4-(3,5-dimethyl-1H-pyrazol-1-yl)benzoic acid